CCCC 2-(2-ethyl)ethane